ClC1=CC=C2C(=N1)N=C(N2)CC=2N=C1N(C=CC=C1C1=C(C=C(C=C1)OC)Cl)C2 2-({5-chloro-1H-imidazo[4,5-b]pyridin-2-yl}methyl)-8-(2-chloro-4-methoxyphenyl)imidazo[1,2-a]pyridine